Cl.CN1N=C2C(CNCC2)=C1 2-methyl-4,5,6,7-tetrahydro-2H-pyrazolo[4,3-c]pyridine hydrochloride